C(=S)[S-].N1CCCC1.[NH4+] ammonium pyrrolidine dithioformate